COC1(CC(C(=O)O)=CC=C1OC)C(=O)O 3,4-dimethoxyisophthalic acid